S-(p-tolyl) quinoline-6-thiocarboxylate N1=CC=CC2=CC(=CC=C12)C(SC1=CC=C(C=C1)C)=O